NC1=C(C=C(C=C1Cl)NC(C1=CC(=CC=C1)S(=O)(=O)N1CCC2=CC=CC=C12)=O)Cl N-(4-amino-3,5-dichlorophenyl)-3-(indolin-1-ylsulfonyl)benzamide